CC1=NN=C(S1)C1(CCN(CC1)CC1=CC2=C(NC(OC2)=O)C=C1)CCC1=CC=CC=C1 6-((4-(5-methyl-1,3,4-thiadiazol-2-yl)-4-phenethylpiperidin-1-yl)methyl)-1H-benzo[d][1,3]oxazin-2(4H)-one